C1(CCCCC1)C#CC=1C=CC(=C(C1)NC(=O)C1=CNC(C=C1C(F)(F)F)=O)N1C[C@H](N([C@H](C1)C)C)C N-(5-(cyclohexylethynyl)-2-((3R,5S)-3,4,5-trimethylpiperazin-1-yl)phenyl)-6-oxo-4-(trifluoromethyl)-1,6-dihydropyridine-3-carboxamide